C(C)N1N=C(C(=C1)C1=NN2C(=NC=3C(=CC=CC3C2=N1)C(F)(F)F)N[C@@H]1C(NCCNC1)=O)C (6S)-6-{[2-(1-Ethyl-3-methyl-1H-pyrazol-4-yl)-7-(trifluoromethyl)[1,2,4]triazolo[1,5-c]quinazolin-5-yl]amino}-1,4-diazepan-5-one